formamidine bromide iodide [I-].[Br-].C(=N)N